NCC1=CC=C(CN2C3=NC(=NC(=C3N=C2OC)N)OCCOC)C=C1 9-(4-(aminomethyl)benzyl)-8-methoxy-2-(2-methoxyethoxy)-9H-purin-6-amine